rac-(1R,2S,3S)-3-(3-bromo-4-(trifluoromethyl)phenyl)cyclohexane-1,2-dicarboxylic acid BrC=1C=C(C=CC1C(F)(F)F)[C@@H]1[C@@H]([C@@H](CCC1)C(=O)O)C(=O)O |r|